OCC1=NOC(=C1)NC(N)=O 3-(3-(hydroxymethyl)isoxazol-5-yl)urea